(4-cyclopropyl-5-methylthiazol-2-yl)-2-methylbenzamide C1(CC1)C=1N=C(SC1C)C=1C(=C(C(=O)N)C=CC1)C